C(C(=C)C)(=O)OCCC[Si](OC)(OC)OC gamma-Methacryloyloxypropyl-trimethoxysilane